methyl (3R)-3-(4-methyl-2-(4-methyl-2-oxopyridin-1(2H)-yl)pentanamido)-3-(5-((S)-2-methylpiperidin-1-yl)pyridin-3-yl)propanoate CC(CC(C(=O)N[C@H](CC(=O)OC)C=1C=NC=C(C1)N1[C@H](CCCC1)C)N1C(C=C(C=C1)C)=O)C